8-methyl-2-thioxo-3-(4-(trifluoromethyl)phenyl)-2,3-dihydroquinazolin-4(1H)-one CC=1C=CC=C2C(N(C(NC12)=S)C1=CC=C(C=C1)C(F)(F)F)=O